C(C)(C)(C)NC=1C2=C(N=C(N1)C1=C(C=NC=C1)C(F)(F)F)C=NC=C2 N-tert-butyl-2-[3-(trifluoromethyl)pyridin-4-yl]pyrido[3,4-d]pyrimidin-4-amine